BrC1=CC=2C3=C(C=NC2C=C1F)N(C(C31CN(C1)C1=CC=C(C=C1)OC)=O)C 8'-Bromo-7'-fluoro-1-(4-methoxyphenyl)-3'-methylspiro[azetidine-3,1'-pyrrolo[2,3-c]quinolin]-2'(3'H)-one